CC1CCC(C2C=C(CC=C12)C)C(C)C 1,2,3,4,4a,7-hexahydro-1,6-dimethyl-4-(1-methylethyl)-naphthalene